NC1=C(C=2C(=NC=C(C2S1)F)C=1C2=C(C=3C=NC(=NC3C1F)N1[C@@H](C[C@@H](C1)N(C)C)CO)COC2)C#N 2-Amino-4-(3-((2S,4S)-4-(dimethylamino)-2-(hydroxymethyl)pyrrolidin-1-yl)-5-fluoro-7,9-dihydrofuro[3,4-f]quinazolin-6-yl)-7-fluorothieno[3,2-c]pyridine-3-carbonitrile